ClC1=CC=C(C=C1)C1=CC=C(C=C1)C1=CC=CC2=CC=CC=C12 1-(4'-chloro(1,1'-biphenyl)-4-yl)naphthalene